(3ar,5s,6as)-2-((tetrahydro-2H-pyran-4-yl)methyl-d2)-N-(2'-(trifluoromethyl)-[2,3'-bipyridin]-5-yl)octahydrocyclopenta[c]pyrrol-5-amine O1CCC(CC1)C(N1C[C@@H]2[C@H](C1)CC(C2)NC=2C=CC(=NC2)C=2C(=NC=CC2)C(F)(F)F)([2H])[2H]